1-ethyl-4-oxo-6,8-difluoro-7-[3-(ethylaminomethyl)pyrrolidin-1-yl]-1,4-dihydroquinoline-3-carboxylic acid ethyl ester C(C)OC(=O)C1=CN(C2=C(C(=C(C=C2C1=O)F)N1CC(CC1)CNCC)F)CC